1-ethyl-1H-imidazol-3-ium bromide [Br-].C(C)N1C=[NH+]C=C1